1-(6Z,9Z,12Z-octadecatrienoyl)-2-(5Z,8Z,11Z,14Z-eicosatetraenoyl)-glycero-3-phosphocholine CCCCC/C=C\C/C=C\C/C=C\CCCCC(=O)OC[C@H](COP(=O)([O-])OCC[N+](C)(C)C)OC(=O)CCC/C=C\C/C=C\C/C=C\C/C=C\CCCCC